COC(C1=NC(=CC=C1N(C(C(C1=CC=CC=C1)C1=CC=CC=C1)=O)C)Br)=O 6-bromo-3-(N-methyl-2,2-diphenylacetamido)picolinic acid methyl ester